FC1=C(C=C(C(=C1[C@H](CC(=O)OCC)NC([C@@H](CC=C)O)=O)F)C)C1=C(C=C(C=C1OCCCC=C)C)C Ethyl (3S)-3-(2,4-difluoro-2',4',5-trimethyl-6'-(pent-4-en-1-yloxy)-[1,1'-biphenyl]-3-yl)-3-((R)-2-hydroxypent-4-enamido)propanoate